N-{3-[4-Amino-1-(2-hydroxy-2-methylpropyl)-2-(methoxyethyl)-1H-imidazo-[4,5-c]chinolin-7-yl]phenyl}methanesulfonamid NC1=NC=2C=C(C=CC2C2=C1N=C(N2CC(C)(C)O)CCOC)C=2C=C(C=CC2)NS(=O)(=O)C